(S)-2-((((9H-fluoren-9-yl)methoxy)carbonyl)amino)-3-(4-cyano-[2,4'-bithiazol]-2'-yl)propanoic acid C1=CC=CC=2C3=CC=CC=C3C(C12)COC(=O)N[C@H](C(=O)O)CC=1SC=C(N1)C=1SC=C(N1)C#N